ClC=1C(=NC(=C(C1)C1=CC=C(C=C1)N1C[C@H](N(CC1)C)C(C)C)F)N (R)-3-chloro-6-fluoro-5-(4-(3-isopropyl-4-methylpiperazin-1-yl)phenyl)pyridin-2-amine